(rac)-1-((3S,4S)-3-fluoro-4-((2-(3-((2-methoxy-4-(methylsulfonyl)phenyl)amino)prop-1-yn-1-yl)-1-(2,2,2-trifluoroethyl)-1H-indol-4-yl)amino)piperidin-1-yl)-3-methoxypropan-2-ol F[C@H]1CN(CC[C@@H]1NC1=C2C=C(N(C2=CC=C1)CC(F)(F)F)C#CCNC1=C(C=C(C=C1)S(=O)(=O)C)OC)C[C@H](COC)O |&1:39|